C1(CC1)[C@H](\C=C\[S@@](=O)(=NC)C)NC(=O)C=1C(=NC(=NC1)C(C)(F)F)OC1=CC=CC=C1 |o1:3,6| N-((R or S,E)-1-cyclopropyl-3-((R or S)-N,S-dimethylsulfonimidoyl)allyl)-2-(1,1-difluoroethyl)-4-phenoxypyrimidine-5-carboxamide